ClC1=CC=C(C=2N1C=NC2)C#CC2=NN(C(=C2C(=O)N)NC)[C@@H]2CN([C@H](C2)COC)C(C=C)=O 3-(2-{5-chloroimidazo[1,5-a]pyridin-8-yl}ethynyl)-1-[(3S,5R)-5-(methoxymethyl)-1-(prop-2-enoyl)pyrrolidin-3-yl]-5-(methylamino)pyrazole-4-carboxamide